methyl 6-isopropoxy-2-((tetrahydrofuran-3-yl)methyl)-2H-pyrazolo[3,4-b]pyridine-5-carboxylate C(C)(C)OC=1C(=CC=2C(N1)=NN(C2)CC2COCC2)C(=O)OC